NC1CCN(CC1)C=1N(C(C(=C(N1)C1=CC(=C(C#N)C=C1)F)C1=CC=C2C=NNC2=C1)=O)C 4-[2-(4-amino-piperidin-1-yl)-5-(1H-indazol-6-yl)-1-methyl-6-oxo-1,6-dihydro-pyrimidin-4-yl]-2-fluoro-benzonitrile